FC1=C(C=C(C=C1)F)C1=NN(C(S1)(C1=CC=CC=C1)CCCN=C=O)C(=O)N(C)OC 5-(2,5-difluorophenyl)-2-(3-isocyanatopropyl)-N-methoxy-N-methyl-2-phenyl-1,3,4-thiadiazole-3-carboxamide